C(C)OC(C)=O.C1(=CC=CC=C1)N1C(N=NC1=O)=O (4-phenyl-1,2,4-triazolin-3,5-dione) ethyl-acetate